4-((5-fluoro-4-(5-oxa-8-azaspiro[3.5]nonan-8-yl)pyrimidin-2-yl)amino)-N-(methyl-d3)benzenesulfonamide FC=1C(=NC(=NC1)NC1=CC=C(C=C1)S(=O)(=O)NC([2H])([2H])[2H])N1CCOC2(CCC2)C1